C(C=C)(=S)NN thioacrylohydrazide